bromo-5-(3-methylisoquinolin-6-yl)thiazole BrC=1SC(=CN1)C=1C=C2C=C(N=CC2=CC1)C